3-(3,5-dichloro-2-fluoro-4-(2-fluoro-4-hydroxy-3-isopropylbenzyl)phenyl)propanoic acid ClC=1C(=C(C=C(C1CC1=C(C(=C(C=C1)O)C(C)C)F)Cl)CCC(=O)O)F